4'-{[1-(2,6-diethylphenyl)-6-hydroxy-2-[1-(2-methylpropyl)-1H-pyrazol-3-yl]-4-oxo-1,4-dihydropyrimidin-5-yl]methyl}-2',4-difluoro-[1,1'-biphenyl]-2-carboxamide C(C)C1=C(C(=CC=C1)CC)N1C(=NC(C(=C1O)CC1=CC(=C(C=C1)C=1C(=CC(=CC1)F)C(=O)N)F)=O)C1=NN(C=C1)CC(C)C